5-methyl-2-(piperidin-4-yl)oxazolo[5,4-b]pyridine CC1=CC=C2C(=N1)OC(=N2)C2CCNCC2